[N+](=O)([O-])C1=CC=C(C=C1)[N]C(=O)OCC1=C(C(=CC=C1)COC(N(C1=CC=C(C=C1)[N+](=O)[O-])C)=O)N(C)C(=O)OCCP(C1=CC=CC=C1)C1=CC=CC=C1 2-(((2-(diphenylphosphino)ethoxy)carbonyl)(methyl)amino)-3-(((methyl(4-nitrophenyl)carbamoyl)oxy)methyl)benzyl (4-nitrophenyl)-λ2-azanecarboxylate